C1(CC1)NC([C@@H](CCCOC1=C(C(=C(C=C1)Cl)Cl)C(C1=CN=C2C(=NC=NN21)SC)O)NC(OC(C)(C)C)=O)=O tert-butyl ((2R)-1-(cyclopropylamino)-5-(3,4-dichloro-2-(hydroxy(4-(methylthio) imidazo[2,1-f][1,2,4]triazin-7-yl)methyl)phenoxy)-1-oxopentan-2-yl)carbamate